C[C@@H]1N(CC1)C=1N=C(C2=C(N1)CCC2)C2=CN1C(S2)=C(N=C1)C(=O)O (S)-2-(2-(2-methylazetidin-1-yl)-6,7-dihydro-5H-cyclopenta[d]pyrimidin-4-yl)imidazo[5,1-b]thiazole-7-carboxylic acid